(1-hydroxycyclohexyl)(phenyl)methanol (S)-1-cyclopropylethyl-(4-cyclobutyl-3-(2,2-difluorocycloprop-yl)-1-methyl-1H-pyrazol-5-yl)-carbamate C1(CC1)C(C)N(C(=O)OC(C1=CC=CC=C1)C1(CCCCC1)O)C1=C(C(=NN1C)[C@H]1C(C1)(F)F)C1CCC1